[Na].C(=CC1=CC=CC=C1)/C/1=C/C(=O)OC1=O styrene-maleic anhydride sodium